BrC1=CC=2C3=C(C=NC2C=C1F)NC(C31CCC1)=O 8'-bromo-7'-fluorospiro[cyclobutane-1,1'-pyrrolo[2,3-c]quinoline]-2'(3'h)-one